O1CC(C1)NC1=NC(=NC(=N1)NC1=CN=CS1)C1=NC(=CC=C1)C(F)(F)F N2-(oxetan-3-yl)-N4-(thiazol-5-yl)-6-(6-(trifluoromethyl)pyridin-2-yl)-1,3,5-triazine-2,4-diamine